N-(4-((4-ethylpiperazin-1-yl)methyl)-3-(trifluoromethyl)phenyl)-4-methylbenzamide C(C)N1CCN(CC1)CC1=C(C=C(C=C1)NC(C1=CC=C(C=C1)C)=O)C(F)(F)F